C(N)(=O)C1=NN(C2=CC(=CC=C12)C(=O)O)CC(=O)N(C1CC1)CC(=O)NCC1=C(C(=CC=C1)Cl)F 3-carbamoyl-1-(2-((2-(3-chloro-2-fluorobenzylamino)-2-oxoethyl)(cyclopropyl)amino)-2-oxoethyl)-1H-indazole-6-carboxylic acid